BrC1=CC=C(C=C1)C12C(C3=C(C=NC=C3OC)O1)(C(CC2C2=CC=CC=C2)O)O 7a-(4-bromophenyl)-4-methoxy-7-phenyl-5,6,7,7a-tetrahydro-4bH-cyclopenta[4,5]furo[2,3-c]pyridine-4b,5-diol